6-bromo-7-(4-cyclopropyl-1H-imidazol-1-yl)-2-(4-methoxybenzyl)isoquinolin-1(2H)-one BrC=1C=C2C=CN(C(C2=CC1N1C=NC(=C1)C1CC1)=O)CC1=CC=C(C=C1)OC